C(C)(=O)N1CCC2=CC(=C(C=C12)N1C(NC(CC1)=O)=O)OC 1-(1-Acetyl-5-methoxyindolin-6-yl)dihydropyrimidine-2,4(1H,3H)-dione